2-methyl-3-[(2E)-3,7-dimethylocta-2,6-dien-1-yl]naphthalene-1,4-dione CC=1C(C2=CC=CC=C2C(C1C\C=C(\CCC=C(C)C)/C)=O)=O